1-(4-(difluoromethoxy)phenyl)-3-(2-(2-((2S,6S)-2,6-dimethylmorpholino)ethyl)-2H-indazol-5-yl)-7-ethoxy-1,8-naphthyridin-2(1H)-one FC(OC1=CC=C(C=C1)N1C(C(=CC2=CC=C(N=C12)OCC)C1=CC2=CN(N=C2C=C1)CCN1C[C@@H](O[C@H](C1)C)C)=O)F